C(C1=CC=CC=C1)OC=1C=C2C=CN(C2=CC1)C[C@H](C)O (S)-1-(5-(benzyloxy)-1H-indol-1-yl)propan-2-ol